(R)-N-(2,2-difluorocyclohexyl)-5-(imidazo[1,2-a]pyrimidin-6-yl)-4-methoxypyrrolo[2,1-f][1,2,4]triazin-2-amine FC1([C@@H](CCCC1)NC1=NN2C(C(=N1)OC)=C(C=C2)C=2C=NC=1N(C2)C=CN1)F